(4-Difluoromethyl-3,6,7,8-tetrahydro-1H-2,5-diaza-as-indacen-2-yl)-[1-(2-trifluoromethyl-pyridin-4-yl)-pyrrolidin-3(R)-yl]-methanone FC(C1=C2CN(CC2=C2CCCC2=N1)C(=O)[C@H]1CN(CC1)C1=CC(=NC=C1)C(F)(F)F)F